CN1C(C2=CC(=CC(=C2C=C1C=1C=NC(=CC1)C)C(C)NC1=C(C(=O)O)C=CC=C1)C)=O 2-((1-(2,7-dimethyl-3-(6-methylpyridin-3-yl)-1-oxo-1,2-dihydroisoquinolin-5-yl)ethyl)amino)benzoic acid